CN(CC(=O)NC(CCCCCCCC\C=C/C\C=C/CCCCC)CCCCCCCC\C=C/C\C=C/CCCCC)C 2-(Dimethylamino)-N-((6Z,9Z,28Z,31Z)-Heptatriaconta-6,9,28,31-tetraen-19-yl)acetamide